pyrazoline C1CNN=C1